tert-Butyl (3-((4-((4-(4-cyano-6-methylpyrimidin-2-yl)piperazin-1-yl)sulfonyl)phenyl) carbamoyl)-4-(N-methylmethylsulfonamido)benzyl)carbamate C(#N)C1=NC(=NC(=C1)C)N1CCN(CC1)S(=O)(=O)C1=CC=C(C=C1)NC(=O)C=1C=C(CNC(OC(C)(C)C)=O)C=CC1N(S(=O)(=O)C)C